6-(2-cyanoethyl)-4-(2-methoxyphenyl)pyridine-3-carboxylic acid C(#N)CCC1=CC(=C(C=N1)C(=O)O)C1=C(C=CC=C1)OC